2-amino-N-((3R,6S)-6-(2-hydroxyprop-2-yl)tetrahydro-2H-pyran-3-yl)-5-(4-((1R,5S)-3-(Tetrahydro-2H-pyran-4-yl)-3-azabicyclo[3.1.0]hexan-1-yl)phenyl)nicotinamide NC1=C(C(=O)N[C@H]2CO[C@@H](CC2)C(C)(C)O)C=C(C=N1)C1=CC=C(C=C1)[C@@]12CN(C[C@H]2C1)C1CCOCC1